rac-N-((4R,5R)-3-(2-((tert-butyldimethylsilyl)oxy)ethyl)-7-ethyl-4-(4-fluorophenyl)-6-oxo-1-phenyl-4,5,6,7-tetrahydro-1H-pyrazolo[3,4-b]pyridin-5-yl)-3-(trifluoromethyl)benzamide [Si](C)(C)(C(C)(C)C)OCCC1=NN(C=2N(C([C@@H]([C@@H](C21)C2=CC=C(C=C2)F)NC(C2=CC(=CC=C2)C(F)(F)F)=O)=O)CC)C2=CC=CC=C2 |r|